1-(6-(tert-Butyl)pyridin-2-yl)-2-(methylamino)ethan-1-one C(C)(C)(C)C1=CC=CC(=N1)C(CNC)=O